Benzyl (3aS)-tetrahydro-[1,2,3]oxathiazolo[3,4-a]pyrazine-5(3H)-carboxylate 1-oxide S1(OC[C@H]2N1CCN(C2)C(=O)OCC2=CC=CC=C2)=O